dimethylbutadiene ruthenium [Ru].CC(C(=C)C)=C